C(#N)C1C(C1)C1=NN(C2=C1C=NC(=C2)CC(=O)N)C2OCCCC2 (3-(2-cyanocyclopropyl)-1-(tetrahydro-2H-pyran-2-yl)-1H-pyrazolo[4,3-c]pyridin-6-yl)acetamide